(Z)-3-((dimethylamino)methylene)tetrahydro-4H-pyran-4-one CN(C)\C=C/1\COCCC1=O